N1CC(C1)C(=O)NC1=C(C=CC=C1)C(C1=CC=C(C=C1)C(C)C)NC(=O)C1C(CCC1)C(=O)O 2-({[2-(azetidine-3-amido)phenyl][4-(propan-2-yl)phenyl]methyl}carbamoyl)cyclopentane-1-carboxylic acid